FC=1C=C(C=CC1OC1=C2C(=NC=C1)C=C(S2)C2=NC=C(C=C2)CNCCOC)NC(=O)C=2C(N(N=CC2C)C2=CC=CC=C2)=O N-(3-fluoro-4-{[2-(5-{[(2-methoxyethyl)amino]methyl}pyridin-2-yl)thieno[3,2-b]pyridine-7-yl]oxy}phenyl)-5-methyl-3-oxo-2-phenyl-2,3-dihydropyridazine-4-carboxamide